4-(Dimethoxymethyl)-1-(2-fluoro-4-iodophenyl)piperidine COC(C1CCN(CC1)C1=C(C=C(C=C1)I)F)OC